tert-butyl-N-(6-(3-oxa-8-azabicyclo[3.2.1]octan-8-yl)imidazo[1,2-b]pyridazin-8-yl)-N-benzylglycinate C(C)(C)(C)OC(CN(CC1=CC=CC=C1)C=1C=2N(N=C(C1)N1C3COCC1CC3)C=CN2)=O